C(C1CO1)OC1=CC=C(C=C1)CC1=CC=C(C=C1)OCC1CO1 Bis(4-(glycidyloxy)phenyl)methane